O=C1N(N=CC2=CC=CC=C12)C(C(=O)OC)CC(=O)OC dimethyl 2-(1-oxophthalazin-2(1H)-yl)succinate